ISOBUTYLCYCLOHEXANE C(C(C)C)C1CCCCC1